ClCCNC(=O)[C@H]1[C@H]([C@@]2([C@@](OC3=C2C(=CC(=C3)OC)OC)([C@@H]1C1=CC=CC=C1)C1=CC=C(C=C1)OC)O)O |r| rac-(1R,2R,3S,3aR,8bS)-N-(2-chloroethyl)-1,8b-dihydroxy-6,8-dimethoxy-3a-(4-methoxyphenyl)-3-phenyl-2,3,3a,8b-tetrahydro-1H-cyclopenta[b]benzofuran-2-carboxamide